CC=1C=CC2=C(N=C(O2)C2=CC=C(N)C=C2)C1 4-(5-Methylbenzo[d]oxazol-2-yl)aniline